6-ethoxymethoxy-1,3-dimethylhexylmagnesium iodide C(C)OCOCCCC(CC(C)[Mg]I)C